[3-(2-Chloro-6-methyl-4-pyridyl)-2-(3-cyanophenyl)pyrazolo[1,5-a]pyrimidin-5-yl]urea ClC1=NC(=CC(=C1)C=1C(=NN2C1N=C(C=C2)NC(=O)N)C2=CC(=CC=C2)C#N)C